O=C1C=C(C=C(O1)C(=O)O)C1=CC=CC=C1 6-oxo-4-phenylpyran-2-carboxylic acid